The molecule is a 3-hydroxy steroid resulting from deoxygenation at position 17 of estradiol or estrone. It has a role as an estrogen. It is a 3-hydroxy steroid and a member of phenols. It derives from a hydride of an estrane. C[C@@]12CCC[C@H]1[C@@H]3CCC4=C([C@H]3CC2)C=CC(=C4)O